CC=1N=C2N(N=C(C=C2C)C2=CN3C(=NC(=CC3=O)N3CCNC4(CC4)C3)S2)C1 2-(2,8-dimethylimidazo[1,2-b]pyridazin-6-yl)-7-(4,7-diazaspiro[2.5]octan-7-yl)-5H-thiazolo[3,2-a]pyrimidin-5-one